(E)-3-((4-fluoro-3-((E)-4-(piperidin-1-ylmethyl)styryl)-1-(tetrahydro-2H-thiopyran-2-yl)-1H-indazol-6-yl)methylene)-4-phenylpyrrolidin-2-one FC1=C2C(=NN(C2=CC(=C1)\C=C/1\C(NCC1C1=CC=CC=C1)=O)C1SCCCC1)\C=C\C1=CC=C(C=C1)CN1CCCCC1